sodium (R)-4-((2-(5-(2-fluoro-3-methoxyphenyl)-3-(2-fluoro-6-(trifluoromethyl)benzyl)-4-methyl-2,6-dioxo-2,3-dihydropyrimidin-1(6H)-yl)-1-phenyl ethyl)amino)butanoate FC1=C(C=CC=C1OC)C1=C(N(C(N(C1=O)C[C@@H](C1=CC=CC=C1)NCCCC(=O)[O-])=O)CC1=C(C=CC=C1C(F)(F)F)F)C.[Na+]